N1=CC=C(C=C1)CCCOC1=CC=C2C=CC(C2=C1)=O 6-(3-(pyridin-4-yl)propoxy)-1H-inden-1-one